CC(COC(CO)C)=C 2-(2-methyl-allyloxy)-1-propanol